3-(3-(2-bromo-4-chlorophenyl)prop-2-yn-1-yl)-2-methyl-4-oxo-3,4-dihydropyrido[3,4-d]pyrimidine-5-carbonitrile BrC1=C(C=CC(=C1)Cl)C#CCN1C(=NC2=C(C1=O)C(=CN=C2)C#N)C